C(C(O)C)(=O)OCC(CCCC)CC lactic acid, 2-ethylhexyl ester